CC1CN(NN(C1)C)C 1,3,5-Trimethylhexahydrotriazine